(R)-N-(1-(1-(3-chlorobenzoyl)-2,3-dihydro-1H-indol-5-yl)ethyl)-6-chloropyridine-3-carboxamide ClC=1C=C(C(=O)N2CCC3=CC(=CC=C23)[C@@H](C)NC(=O)C=2C=NC(=CC2)Cl)C=CC1